4-(3-(2-methoxypyridin-3-yl)pyrazolo[1,5-a]pyrimidin-5-yl)piperazine-1-carboxylic acid ethyl ester C(C)OC(=O)N1CCN(CC1)C1=NC=2N(C=C1)N=CC2C=2C(=NC=CC2)OC